3-(3-OXO-2,3-DIHYDRO-4H-BENZO[B][1,4]THIAZIN-4-YL)-N-(1H-TETRAZOL-5-YL)PROPANAMIDE O=C1N(C2=C(SC1)C=CC=C2)CCC(=O)NC2=NN=NN2